NCC1=NNC(C2=CC=C(C=C12)C=1C=NN(C1N1C(C=2C=CC=C(C2C1)C#N)=O)C)=O 2-{4-[4-(aminomethyl)-1-oxo-1,2-dihydro-phthalazin-6-yl]-1-methyl-1H-pyrazol-5-yl}-1-oxo-2,3-dihydro-1H-isoindole-4-carbonitrile